OC1=C(C=C(C=C1)C1=CC=C(S1)CC=1C(=NC2=CC=CC=C2N1)C(=O)N)C ((5-(4-hydroxy-3-methylphenyl)thiophen-2-yl)methyl)quinoxaline-2-carboxamide